FC1=C(C(=CC=C1)OC)[C@H]1[C@@H](O[C@@](C1)(C(F)(F)F)C)C(=O)NC1=CC(=NC=C1)C(=O)N (2R,3S,5S)-4-[[3-(2-Fluoro-6-methoxy-phenyl)-5-methyl-5-(trifluoromethyl)tetrahydrofuran-2-carbonyl]amino]pyridin-2-carboxamid